FC(CO)(OC=1C=C(C=NC1)N1C(C(C2=CC(=CC=C12)C(=O)NC1(CCS(CC1)(=O)=O)C)(C)C)=O)F 1-(5-(1,1-difluoro-2-hydroxyethoxy)pyridin-3-yl)-3,3-dimethyl-N-(4-methyl-1,1-dioxidotetrahydro-2H-thiopyran-4-yl)-2-oxoindoline-5-carboxamide